C12CN(CC(N1)C2)C2=NC(=NC=1CC3(CCC21)CC2=CC=CC1=CC=CC3=C21)OC[C@H]2N(CCC2)C 4'-(3,6-diazabicyclo[3.1.1]heptan-3-yl)-2'-(((S)-1-methylpyrrolidin-2-yl)methoxy)-5',8'-dihydro-2H,6'H-spiro[acenaphthylene-1,7'-quinazoline]